ClC=1C=2C(N=C3N(C2C=CC1)C1=CC=C(C=C1C31CCCC1)C1CCNCC1)=O 4'-chloro-9'-(piperidin-4-yl)-5'H-spiro[cyclopentane-1,7'-indolo[1,2-a]quinazolin]-5'-one